Cl.ClC1=CC=C(CC2CNC2)C=C1 3-(4-chlorobenzyl)-azetidine hydrochloride